2-(1-(4-amino-3-(3-hydroxyprop-1-ynyl)-1H-pyrazolo[3,4-d]pyrimidin-1-yl)ethyl)-5-fluoro-3-(3-fluorophenyl)-4H-chromen-4-one NC1=C2C(=NC=N1)N(N=C2C#CCO)C(C)C=2OC1=CC=CC(=C1C(C2C2=CC(=CC=C2)F)=O)F